6-((2,6-dichlorobenzyl)oxy)benzofuran-3(2H)-one ClC1=C(COC2=CC3=C(C(CO3)=O)C=C2)C(=CC=C1)Cl